C1(CCCC1)C1=C(CN(C(=O)C=2C(=NN(C2F)C)C(F)F)NC2CC2)C=C(C=C1)F N-(2-cyclopentyl-5-fluorobenzyl)-N-cyclopropylaminYl-3-(difluoromethyl)-5-fluoro-1-methyl-1H-pyrazole-4-carboxamide